2-(N-hexadecanoylamino)-4-nitrophenylphosphorylcholine C(CCCCCCCCCCCCCCC)(=O)NC1=C(C=CC(=C1)[N+](=O)[O-])P(=O)=C(O)C[N+](C)(C)C